C12(CC(C1)C2)N2C[C@H](NS(C1=C2C=C(C(=C1)O\C=C(\C(=O)O)/F)SC)(=O)=O)C1CCCC1 (R,Z)-3-((5-(bicyclo[1.1.1]pentan-1-yl)-3-cyclopentyl-7-(methylthio)-1,1-dioxido-2,3,4,5-tetrahydrobenzo[f][1,2,5]thiadiazepin-8-yl)oxy)-2-fluoroacrylic acid